[4-[4-[6-chloro-4-(trifluoromethyl)-2-pyridyl]piperazin-1-yl]sulfonyl-2-hydroxy-phenyl]benzamide tert-butyl-(S)-(2-amino-1-cycloheptyl-2-oxoethyl)carbamate C(C)(C)(C)N(C(O)=O)[C@H](C(=O)N)C1CCCCCC1.ClC1=CC(=CC(=N1)N1CCN(CC1)S(=O)(=O)C1=CC(=C(C=C1)C1=C(C(=O)N)C=CC=C1)O)C(F)(F)F